C(#N)C1=CC=2C3=C(C=NC2C=C1)N=C(N3[C@H]3C[C@H](OCC3)C)CN3CC(CC3)C(=O)O 1-((8-cyano-1-((2R,4R)-2-methyltetrahydro-2H-pyran-4-yl)-1H-imidazo[4,5-c]quinolin-2-yl)methyl)pyrrolidine-3-carboxylic acid